N-(2,4-dimethylpyridin-3-yl)-4-methoxy-2-(methylsulfanyl)pyrimidine-5-carboxamide CC1=NC=CC(=C1NC(=O)C=1C(=NC(=NC1)SC)OC)C